ClC=1C(=CC(=C(N)C1)F)OC1=NN(C=C1)C 5-chloro-2-fluoro-4-(1-methylpyrazol-3-yl)oxy-aniline